7-chloro-3-(5-cyclopropyl-4-(5-methylpyridin-2-yl)isoxazol-3-yl)-1-isopropyl-1H-pyrazolo[4,3-c]pyridin-4-amine ClC=1C2=C(C(=NC1)N)C(=NN2C(C)C)C2=NOC(=C2C2=NC=C(C=C2)C)C2CC2